CC1(CCC=[N+]1[O-])C 5,5-dimethyl-1-pyrroline-1-oxide